N-(4-bromo-2-fluorophenyl)-5-[(2-{[(2,4-dimethoxyphenyl)methyl]amino}-3-fluoropyridin-4-yl)methyl]-4-methylpyridin-3-amine BrC1=CC(=C(C=C1)NC=1C=NC=C(C1C)CC1=C(C(=NC=C1)NCC1=C(C=C(C=C1)OC)OC)F)F